2'-vinyl-[1,1'-biphenyl]-3-amine C(=C)C1=C(C=CC=C1)C1=CC(=CC=C1)N